2-(6-phenyldibenzo[b,d]furan-4-yl)pyridine C1(=CC=CC=C1)C1=CC=CC=2C3=C(OC21)C(=CC=C3)C3=NC=CC=C3